NC=1C=C(OC2=CC=C(C=C2)OC2=CC(=C(C=C2)O)N)C=CC1O 1,4-bis(3-amino-4-hydroxyphenoxy)benzene